CN(C=O)C N,N-bisMethyl-Formamide